OC1C2=CC=CC=C2C=2C=CC=CC2C1O 9,10-dihydro-9,10-dihydroxyphenanthrene